N-(1-(5-chloro-1-(4-(trifluoromethyl)phenyl)-1H-pyrazolo[4,3-b]pyridin-3-yl)pyrrolidin-3-yl)acrylamide ClC1=CC=C2C(=N1)C(=NN2C2=CC=C(C=C2)C(F)(F)F)N2CC(CC2)NC(C=C)=O